1-(1-cyanoethyl)-N-[(1S)-1-(dicyclopropylmethyl)-2-[4-(3,5-dimethyl-1H-pyrazol-4-yl)anilino]-2-oxo-ethyl]pyrazole-3-carboxamide C(#N)C(C)N1N=C(C=C1)C(=O)N[C@H](C(=O)NC1=CC=C(C=C1)C=1C(=NNC1C)C)C(C1CC1)C1CC1